CC1=C(C2=CC=CC=C2C=C1)C(=O)P(C1=CC=CC2=CC=CC=C12)(C(=O)C1=C(C=CC2=CC=CC=C12)C)=O bis-(2-methyl-naphthoyl)-4-naphthylphosphine oxide